difluorocarboxymethyl-triethyl-ammonium chloride bromine [Br].[Cl-].FC(C)([N+](CC)(CC)CC(=O)O)F